CN[Si](NC)(N(C)C)N N,N',N'',N''-tetramethylsilanetetraamine